BrC=1SC(=CN1)CNC(C(C)(C)C)=O N-((2-bromothiazol-5-yl)methyl)pivalamide